(2-chloro-2-fluoro-acetyl)-[[rac-(2S)-2-(benzylsulfonylamino)-3-cyclohexyl-propionyl]amino]propanamide ClC(C(=O)C(C(=O)N)(C)NC([C@H](CC1CCCCC1)NS(=O)(=O)CC1=CC=CC=C1)=O)F |r|